[Si](C)(C)(C(C)(C)C)OCC#CC1=C2CCNC2=CC=C1 4-{3-[(Tert-butyldimethylsilyl)oxy]prop-1-yn-1-yl}-2,3-dihydro-1H-indole